NC[C@@]1(OC2=C(C1)C(=C(C(=C2)F)Cl)C2=C(C(=O)N)C=C(C(=N2)OCCO)F)C2=CC=CC=C2 ((2S,4S)-2-(aminomethyl)-5-chloro-6-fluoro-2-phenyl-2,3-dihydrobenzofuran-4-yl)-5-fluoro-6-(2-hydroxyethoxy)nicotinamide